(4-(4-amino-7-methyl-6-(1-(vinylsulfonyl)pyrrolidin-3-yl)-7H-pyrrolo[2,3-d]pyrimidin-5-yl)phenyl)(pyrrolidin-1-yl)methanone NC=1C2=C(N=CN1)N(C(=C2C2=CC=C(C=C2)C(=O)N2CCCC2)C2CN(CC2)S(=O)(=O)C=C)C